2-butoxy-7-(3-ethoxy-4-(piperazin-1-yl)benzyl)imidazo[2,1-f][1,2,4]triazin-4-amine C(CCC)OC1=NN2C(C(=N1)N)=NC=C2CC2=CC(=C(C=C2)N2CCNCC2)OCC